2-(2,6-dioxopiperidin-3-yl)-5-(1-((1-(1-isopropyl-6-((2-(4-methoxypiperidine-1-yl)pyrimidin-4-yl)amino)-1H-pyrazolo[4,3-c]pyridin-3-yl)piperidin-4-yl)methyl)piperidin-4-yl)isoindole O=C1NC(CCC1N1C=C2C=CC(=CC2=C1)C1CCN(CC1)CC1CCN(CC1)C1=NN(C2=C1C=NC(=C2)NC2=NC(=NC=C2)N2CCC(CC2)OC)C(C)C)=O